butyl 4-(4-(trifluoromethyl)phenyl)piperazine-1-carboxylate FC(C1=CC=C(C=C1)N1CCN(CC1)C(=O)OCCCC)(F)F